(S)-3-(3-(4-hydroxy-1,5-dimethyl-2-oxo-1,2-dihydropyridin-3-yl)ureido)-3-(1-phenyl-1H-pyrrol-2-yl)propanoic acid OC1=C(C(N(C=C1C)C)=O)NC(N[C@@H](CC(=O)O)C=1N(C=CC1)C1=CC=CC=C1)=O